ClC=1C=C2C=3C=CC(=CC3N(C2=CC1)CCCNC(=N)N)NC1=CC(=C(C=C1)Cl)Cl 1-(3-(6-Chloro-2-(3,4-dichlorophenylamino)-9H-carbazol-9-yl)propyl)guanidine